2-{2-fluoro-6-[(8-fluoro-2-methylquinoline-3-yl)oxy]phenyl}propan-2-ol FC1=C(C(=CC=C1)OC=1C(=NC2=C(C=CC=C2C1)F)C)C(C)(C)O